N-(1-(3-chloro-2-fluorophenyl)-2,2-difluoroethyl)cyclopropanamine ClC=1C(=C(C=CC1)C(C(F)F)NC1CC1)F